Propane-2-sulfonic acid {4-[5-(2-cyano-phenyl)-pyrimidin-2-yloxy]-tetrahydro-furan-3-yl}-amide C(#N)C1=C(C=CC=C1)C=1C=NC(=NC1)OC1C(COC1)NS(=O)(=O)C(C)C